4-(3-Chloroanilino)-2'-[(2R)-3-hydroxy-2-methylpropyl]-2',3'-dihydro-spiro[cyclohexane-1,1'-isoindole]-4-carbonitrile ClC=1C=C(NC2(CCC3(N(CC4=CC=CC=C34)C[C@H](CO)C)CC2)C#N)C=CC1